C1(=CC=CC=C1)C(C1=CC=CC=C1)=NC=1C(=C(C(=O)OC)C=CN1)C methyl 2-((diphenyl methylene)amino)-3-methylisonicotinate